C(C)C1=C2C(=CC(=CC2=CC=C1F)O)C1=C(C=2N=C(N=C(C2C=N1)N1CC(CCC1)S(=O)(=O)C)OC[C@]12CCCN2C[C@@H](C1)F)F 5-Ethyl-6-fluoro-4-(8-fluoro-2-(((2R,7aS)-2-fluorotetrahydro-1H-pyrrolizin-7a(5H)-yl)methoxy)-4-(3-(methylsulfonyl)piperidin-1-yl)pyrido[4,3-d]pyrimidin-7-yl)naphthalen-2-ol